N-(imidazo[1,2-a]pyridin-7-yl)-2-((2R,5S)-5-methyl-2-(2-(2-methyl-2-azaspiro[3.3]heptan-6-yl)benzo[d]thiazol-5-yl)piperidin-1-yl)-2-oxoacetamide N=1C=CN2C1C=C(C=C2)NC(C(=O)N2[C@H](CC[C@@H](C2)C)C=2C=CC1=C(N=C(S1)C1CC3(CN(C3)C)C1)C2)=O